C(C)(C)(C)OC(=O)C1=C(C(N(CC1)C(=O)[O-])(C(N)=O)NO)C tert-butoxycarbonyl(hydroxylamino)-2-carbamoyl-3-methyl-5,6-dihydropyridine-1(2H)-carboxylate